C1(CC1)C1=CC(=NO1)C(C)N1C[C@@H](N(C[C@H]1C)C1=CC(N(C=2C=CC(=NC12)C#N)C)=O)C 8-((2S,5R)-4-(1-(5-cyclopropylisoxazol-3-yl)ethyl)-2,5-dimethylpiperazin-1-yl)-5-methyl-6-oxo-5,6-dihydro-1,5-naphthyridine-2-carbonitrile